4-(2-(2-(3-(3-bromophenyl)-3-hydroxypropyl)-5-oxopyrazolidin-1-yl)ethyl)-2,6-difluorobenzoic acid methyl ester COC(C1=C(C=C(C=C1F)CCN1N(CCC1=O)CCC(O)C1=CC(=CC=C1)Br)F)=O